NC1=NN=C(S1)C1CN(CCC1)C1=CC=C(N=N1)NC(CC1=CC(=CC=C1)OC(F)(F)F)=O N-(6-(3-(5-amino-1,3,4-thiadiazol-2-yl)piperidin-1-yl)pyridazin-3-yl)-2-(3-(trifluoromethoxy)phenyl)acetamide